3-methyl-4-(1H-1,2,4-triazol-1-yl)benzoic acid CC=1C=C(C(=O)O)C=CC1N1N=CN=C1